FC(C(C(C(C(C(C(C(F)(F)F)(F)F)(F)F)(F)F)(F)F)(F)F)(F)F)(S(=O)(=O)[O-])F.[Na+] Sodium perfluorooctanesulfonate